[(3aR,4R,6R,6aR)-4-[2-chloro-6-(2-phenyl-1-piperidyl)purin-9-yl]-2,2-dimethyl-3a,4,6,6a-tetrahydrofuro[3,4-d][1,3]dioxol-6-yl]methanol ClC1=NC(=C2N=CN(C2=N1)[C@@H]1O[C@@H]([C@H]2OC(O[C@H]21)(C)C)CO)N2C(CCCC2)C2=CC=CC=C2